R-(((Guanine-9-yl)propan-2-oxy)methyl)Phosphonic Acid Diisopropyloxy Ester C(C)(C)OOP(OOC(C)C)(=O)CO[C@H](C)CN1C=2N=C(NC(C2N=C1)=O)N